N1(CCNCCN(CCNCC1)CC1=CC=CC(=N1)C(=O)O)CC1=CC=CC(=N1)C(=O)O 6,6'-((1,4,7,10-tetraazacyclododecane-1,7-diyl)bis(methylene))dipicolinic acid